8-benzyloxy-1-chloro-4-(3,4-difluorophenyl)-3-tetrahydropyran-4-yl-isoquinoline C(C1=CC=CC=C1)OC=1C=CC=C2C(=C(N=C(C12)Cl)C1CCOCC1)C1=CC(=C(C=C1)F)F